[C@H]12N(C[C@H](NC1)C2)C2=CC(=C(C=N2)NC2=NC=C(C(=N2)C2=CC1=C(OCCCS1(=O)=O)S2)C(F)(F)F)C2CC2 2-(2-((6-((1R,4R)-2,5-diazabicyclo[2.2.1]heptan-2-yl)-4-cyclopropylpyridin-3-yl)amino)-5-(trifluoromethyl)pyrimidin-4-yl)-6,7-dihydro-5H-thieno[2,3-b][1,4]oxathiepine 4,4-dioxide